FC1=C(C(=CC=C1)F)C1=NC2=C(C=3C=CC(=CC13)C(=O)N)NN=C2NC2CCN(CC2)S(=O)(=O)C 5-(2,6-difluorophenyl)-3-{[1-(methylsulfonyl)piperidin-4-yl]amino}-1H-pyrazolo[4,3-c]isoquinoline-7-carboxamide